2-chloro-4-[(cyclohexyl-methyl)amino]pyrimidin-5-carboxamide ClC1=NC=C(C(=N1)NCC1CCCCC1)C(=O)N